NCCN(C1=NC(=NC2=C(C(=C(C=C12)Cl)C1=CC(=CC2=CC=CC=C12)O)F)N1CC(C1)N(C)C)C (R or S)-4-(4-((2-aminoethyl)(methyl)-amino)-6-chloro-2-(3-(dimethylamino)azetidin-1-yl)-8-fluoroquinazolin-7-yl)naphthalen-2-ol